N-(2-(6-amino-8-((6-(thiazol-2-yl)benzo[d][1,3]dioxol-5-yl)thio)-9H-purin-9-yl)ethyl)propane-2-sulfonamide NC1=C2N=C(N(C2=NC=N1)CCNS(=O)(=O)C(C)C)SC1=CC2=C(OCO2)C=C1C=1SC=CN1